ClC=1N=C(C2=C(N1)C(=CO2)C)N2CCOCC2 2-chloro-7-methyl-4-morpholinofuro[3,2-d]pyrimidine